(2-bromoethyl)cyclopropan-1-ol BrCCC1(CC1)O